3-(4-(5-(trifluoromethyl)pyridine-2-yl)piperazine-1-carbonyl)azetidine-1-carboxylic acid tert-butyl ester C(C)(C)(C)OC(=O)N1CC(C1)C(=O)N1CCN(CC1)C1=NC=C(C=C1)C(F)(F)F